Cl.NCC1=C(C=CC=C1)N(S(=O)(=O)C)C N-(2-(aminomethyl)phenyl)-N-methyl-methanesulfonamide hydrochloride